6-[3-(5-methoxymethyl-isoxazol-3-yl)-[1,2,4]triazolo[3,4-a]phthalazin-6-yloxymethyl]nicotinic acid COCC1=CC(=NO1)C1=NN=C2N1N=C(C1=CC=CC=C21)OCC2=NC=C(C(=O)O)C=C2